Cl.Cl.Cl.Cl.ClC1=CC(=C(C(=N1)C1=C2C(=NC=C1)C=C(S2)CN2C(C1C(C1C2=O)(C)C)=O)NC2CNCCC2)C 3-((7-(6-chloro-4-methyl-3-(piperidin-3-ylamino)pyridin-2-yl)thieno[3,2-b]pyridin-2-yl)methyl)-6,6-dimethyl-3-azabicyclo[3.1.0]hexane-2,4-dione tetrahydrochloride